FC(=C1C[C@]2(CCCN2C1)CO)F (R)-(2-(Difluoromethylidene)tetrahydro-1H-pyrrolizin-7a(5H)-yl)methanol